rel-(2S,3S,4S,5R)-N-(6-((R*)-2,2-dimethyl-1,3-dioxolan-4-yl)pyridin-3-yl)-3-(2-ethoxy-4-fluoro-3-methylphenyl)-4,5-dimethyl-5-(trifluoromethyl)tetrahydrofuran-2-carboxamide CC1(OC[C@H](O1)C1=CC=C(C=N1)NC(=O)[C@H]1O[C@]([C@H]([C@H]1C1=C(C(=C(C=C1)F)C)OCC)C)(C(F)(F)F)C)C |o1:4,15,17,18,19|